CC(=CCCC(C=C)=C)CCC=C(C)C 7,11-Dimethyl-3-methylene-1,6,10-dodecatriene